4-((7-cyano-1,3-benzodiazol-1-yl)methyl)phenylboronic acid C(#N)C1=CC=CC2=C1N(C=N2)CC2=CC=C(C=C2)B(O)O